(2S,4S)-4-(2-(2-aminopyridin-3-yl)acetamido)-1-(2-methylbenzofuro[3,2-d]pyrimidin-4-yl)pyrrolidine-2-carboxylic acid NC1=NC=CC=C1CC(=O)N[C@H]1C[C@H](N(C1)C=1C2=C(N=C(N1)C)C1=C(O2)C=CC=C1)C(=O)O